N1=C(N=CC=C1)N1CC2(CC1)CNCC2 2-(Pyrimidin-2-yl)-2,7-diazaspiro[4.4]nonane